ClCC(=O)NCCCCNC1=NC2=CC(=C(C=C2C(=N1)NCCCCCCN1CCCCC1)OC)OC 2-chloro-N-(4-((6,7-dimethoxy-4-((6-(piperidin-1-yl)hexyl)amino)quinazolin-2-yl)amino)butyl)acetamide